(S)-N-(3-(1-((2-ethyl-2H-pyrazolo[3,4-b]pyrazin-6-yl)amino)ethyl)phenyl)-2-(5-isopropylpyridin-2-yl)acetamide C(C)N1N=C2N=C(C=NC2=C1)N[C@@H](C)C=1C=C(C=CC1)NC(CC1=NC=C(C=C1)C(C)C)=O